6-(benzyloxy)-7-fluoro-4-isopropyl-2-(o-tolyl)phthalazin-1(2H)-one C(C1=CC=CC=C1)OC=1C=C2C(=NN(C(C2=CC1F)=O)C1=C(C=CC=C1)C)C(C)C